FC(C(=O)O)(F)F.NC=1C2=C(N=CN1)C(=CC(=N2)C=2C=C(C=CC2)C#C[C@]2(C(N(CC2)C)=O)O)C=C (R)-3-((3-(4-Amino-8-vinylpyrido[3,2-d]pyrimidin-6-yl)phenyl)ethynyl)-3-hydroxy-1-methylpyrrolidin-2-one trifluoroacetate